3,3-difluoro-1-(3-(7-fluorobenzofuran-5-yl)-6-(3-methoxypropyl)pyrazin-2-yl)piperidine-4-carboxylic acid FC1(CN(CCC1C(=O)O)C1=NC(=CN=C1C=1C=C(C2=C(C=CO2)C1)F)CCCOC)F